tert-Butyl 4-(5-bromo-4-formyl-pyrazol-1-yl)piperidine-1-carboxylate BrC1=C(C=NN1C1CCN(CC1)C(=O)OC(C)(C)C)C=O